(1S,2S)-2-amino-2-(3-chlorophenyl)cyclohexane-1-ol N[C@]1([C@H](CCCC1)O)C1=CC(=CC=C1)Cl